F[C@@H]1CN(CCCC1)C1=NC=C(C=C1C(=O)NC1=CC(=CC=C1)S(N)(=O)=O)C(F)(F)F 2-[(3S)-3-fluoroazepan-1-yl]-N-(3-sulfamoyl-phenyl)-5-(trifluoro-methyl)pyridine-3-carboxamide